CN(C(CN1N=CC=2C1=NC(=CN2)C2=C(C(=C(C=C2)F)F)F)=O)C N,N-Dimethyl-2-[6-(2,3,4-trifluorophenyl)pyrazolo[3,4-b]pyrazin-1-yl]acetamide